C1(=CC=CC=C1)CCN1C(=NN=C1C1=CC(=C(C(=C1)OC)OC)OC)SCC(=O)N 2-{[4-(2-phenyl-ethyl)-5-(3,4,5-trimethoxyphenyl)-4H-1,2,4-triazol-3-yl]thio}acetamide